ClC=1C=NN(C(C1Cl)=O)CC(=O)NC1=CC(=C(C=C1)C)S(NCCC1=CC(=CC=C1)OC)(=O)=O 2-(4,5-dichloro-6-oxo-pyridazin-1-yl)-N-[3-[2-(3-methoxyphenyl)ethylsulfamoyl]-4-methyl-phenyl]acetamide